[I-].C1(=CC=CC=C1)N1C=NC2=C1C=CC=C2 1-Phenyl-1H-benzimidazole iodide